The molecule is a 1,2-diacyl-sn-glycerol 3-phosphate(2-) in which the 1- and 2-acyl groups are specified as hexadecanoyl (palmitoyl) and 9Z,12Z-octadecadienoyl (linoleoyl) respectively; major species at pH 7.3. It is a conjugate base of a 1-hexadecanoyl-2-(9Z,12Z-octadecadienoyl)-sn-glycero-3-phosphate. CCCCCCCCCCCCCCCC(=O)OC[C@H](COP(=O)([O-])[O-])OC(=O)CCCCCCC/C=C\\C/C=C\\CCCCC